8-chloro-2-[2-[3-(4-methylsulfonylpiperazin-1-yl)propoxy]-4-(trifluoromethyl)phenyl]chromen-4-one ClC=1C=CC=C2C(C=C(OC12)C1=C(C=C(C=C1)C(F)(F)F)OCCCN1CCN(CC1)S(=O)(=O)C)=O